7-(2-fluoro-4-hydroxy-phenoxy)-1-methyl-indazole-5-carboxamide FC1=C(OC=2C=C(C=C3C=NN(C23)C)C(=O)N)C=CC(=C1)O